amino-2-(3,5-dichloro-4-((5-(1-cyclopropylethyl)-6-hydroxypyridin-3-yl)oxy)-2-fluorophenyl)-1,2,4-triazine-3,5(2H,4H)-dione NN1C(N(N=CC1=O)C1=C(C(=C(C(=C1)Cl)OC=1C=NC(=C(C1)C(C)C1CC1)O)Cl)F)=O